OC1=CC=C2C(NC(C2=C1)(C)C1=C(NC2=CC=CC=C12)C=O)=O 3-(6-Hydroxy-1-methyl-3-oxo-2,3-dihydro-1H-isoindol-1-yl)-1H-indole-2-carbaldehyde